(1R)-1-[5-(1,4-dimethyl-1H-pyrazol-5-yl)-1,2,4-oxadiazol-3-yl]-6-azaspiro[2.5]octane-6-sulfonamide CN1N=CC(=C1C1=NC(=NO1)[C@@H]1CC12CCN(CC2)S(=O)(=O)N)C